N1(C=NC2=C1C=CC=C2)CC(=O)N2[C@@H](C[C@H](C2)F)C(=O)N[C@@H](C2=CC=CC=C2)C2=CC(=C(C=C2)C(C)C)F (2S,4R)-1-[2-(1H-1,3-benzodiazol-1-yl)acetyl]-4-fluoro-N-[(S)-[3-fluoro-4-(propan-2-yl)phenyl](phenyl)methyl]pyrrolidine-2-carboxamide